1-(2,2-difluoroethyl)-N-{[3-(4-{[(3S,4R)-3-fluoro-1-methylpiperidin-4-yl]amino}-1-(2,2,2-trifluoroethyl)-1H-indol-2-yl)-1,2,4-oxadiazol-5-yl]methyl}-1H-pyrrole-3-carboxamide FC(CN1C=C(C=C1)C(=O)NCC1=NC(=NO1)C=1N(C2=CC=CC(=C2C1)N[C@H]1[C@H](CN(CC1)C)F)CC(F)(F)F)F